2,6-dimethyloctyl-magnesium chloride CC(C[Mg]Cl)CCCC(CC)C